BrC=1C=C(C(=NC1OC1CC2=CC=CC=C2C1)C)N=CN(C)CC N'-[5-Bromo-6-(2,3-dihydro-1H-inden-2-yloxy)-2-methylpyridin-3-yl]-N-ethyl-N-methylimido-formamid